ClC=1C=CC(=C(C1)NC(=O)NC1CN(C(C1)=O)C1=CC=CC=C1)C 1-(5-chloro-2-methylphenyl)-3-(5-oxo-1-phenylpyrrolidin-3-yl)urea